((4-(2,2,2-trifluoroethyl)piperazin-1-yl)methyl)-2',3'-dihydro-1'H-spiro[cyclopropan-1,4'-isoquinoline]-1'-one FC(CN1CCN(CC1)CN1C(C2=CC=CC=C2C2(C1)CC2)=O)(F)F